tris[3-(diethylamino)propyl]amine C(C)N(CCCN(CCCN(CC)CC)CCCN(CC)CC)CC